ClC1=CC(=C(C=C1)NC=1C=NC=C(C1C)CC1=C(C(=NC=C1)NS(NC)(=O)=O)F)F N-(4-chloro-2-fluorophenyl)-5-({3-fluoro-2-[(methylsulfamoyl)amino]pyridin-4-yl}methyl)-4-methylpyridin-3-amine